CC=CC1=CC=CC=C1 monomethylstyrene